FC(CCCN1CCN(CC1)C=1C=C2C(N(C(C2=CC1)=O)C1C(NC(CC1)=O)=O)=O)(COC1=CC=C(C=C1)\C(=C(\CC)/C1=CC=CC=C1)\C1=CC=C(C=C1)O)F (Z)-5-(4-(4,4-difluoro-5-(4-(1-(4-hydroxyphenyl)-2-phenylbut-1-en-1-yl)phenoxy)pentyl)piperazin-1-yl)-2-(2,6-dioxopiperidin-3-yl)isoindoline-1,3-dione